C(=O)(O)C=1C=C(C=CC1)C1=CC(=CC=C1)C(=O)O 3,3'-dicarboxybiphenyl